C(C)(C)(C)[Si](C)(C)OC(CN=C=S)(C)C tert-butyl-((1-isothiocyanato-2-methylpropan-2-yl)oxy)dimethyl-Silane